C(C)(C)(C)C=1C=C(C=C(C1)C(C)(C)C)C=1C=C(C=C(C1)C(C)(C)C)C1=CC=C(C=C1)N(C1=CC=2C(C3=CC=CC=C3C2C=C1)(C)C)C1=CC=C(C=C1)C1CCCCC1 N-(3'',5',5''-tri-t-butyl-1,1':3',1''-terphenyl-4-yl)-N-(4-cyclohexylphenyl)-9,9-dimethyl-9H-fluoren-2-amine